C(C1=CC=CC=C1)N1C(CC2(CC1C=1N=NN(C1)C)C(N(C1=CC(=CC=C12)C)CC1=CC=C(C=C1)OC)=O)C 1'-benzyl-1-[(4-methoxyphenyl)methyl]-2',6-dimethyl-6'-(1-methyltriazol-4-yl)spiro[indoline-3,4'-piperidin]-2-one